FC1(C[C@H](C2=CC(=CC=C12)C(=O)OC)O)F methyl (R)-1,1-difluoro-3-hydroxy-2,3-dihydro-1H-indene-5-carboxylate